1,3,5-Trimethoxybenzol COC1=CC(=CC(=C1)OC)OC